NC1=C(C=C(C=C1F)C(=O)C1=CC=C2C(=CC=CN12)C1=C(C2=C(N(C(=N2)[C@@H](C)OC)C)C=C1C)Cl)F (R)-(4-amino-3,5-difluorophenyl)(8-(4-chloro-2-(1-methoxyethyl)-1,6-dimethyl-1H-benzo[d]imidazol-5-yl)indolizin-3-yl)methanone